CC1=C(C#N)C=CC(=C1)[C@H](C1=CC=NC=C1)OC1=CC=C2C(CCOC2=C1)=O (R,S)-2-Methyl-4-(((4-oxochroman-7-yl)oxy)(pyridin-4-yl)methyl)benzonitrile